CC=1N=C2N(N=C(C=C2C)C2=NC=3C=CN(C(C3C=C2)=O)C23CCC(CC2)(C3)NC(OC(C)(C)C)=O)C1 tert-butyl N-[4-[2-(2,8-dimethylimidazo[1,2-b]pyridazin-6-yl)-5-oxo-1,6-naphthyridin-6-yl]norbornan-1-yl]carbamate